3-(2,4-bis(trifluoromethyl)phenyl)-7-fluoro-1-(3-phenylprop-2-ynyl)-4,5-dihydro-1H-benzo[b]azepin-2(3H)-one FC(C1=C(C=CC(=C1)C(F)(F)F)C1CCC2=C(N(C1=O)CC#CC1=CC=CC=C1)C=CC(=C2)F)(F)F